FC1(OCCCCC1)N fluoro-aminooxepane